4,5-dimethyl-1,3-dioxol-2-one CC=1OC(OC1C)=O